N-(4-pyridylmethyl)thioformamide N1=CC=C(C=C1)CNC=S